COC1=CC=C(C=C1)N1CCN(CC1)CC[C@@H]1OCCC2=C1C=CC(=C2)C(=O)NC (S)-3,4-Dihydro-1-[2-[4-(4-methoxyphenyl)-1-piperazinyl]ethyl]-N-methyl-1H-2-benzopyran-6-carboxamide